FC1(C[C@H](N(C1)C(=O)OC(C)(C)C)CNS(=O)(=O)C1=CC=C(C=C1)OC(F)(F)F)F tert-butyl (S)-4,4-difluoro-2-(((4-(trifluoromethoxy)phenyl)sulfonamido)methyl)pyrrolidine-1-carboxylate